5-cyclopropyl-3-(ethylsulfonyl)-2-fluoropyridine C1(CC1)C=1C=C(C(=NC1)F)S(=O)(=O)CC